NC=1SC=C2C1C(N(C2=O)[C@H](CS(=O)(=O)C)C2=NC(=C(C=C2)OC)OCC)=O (S)-1-amino-5-(1-(6-ethoxy-5-methoxypyridin-2-yl)-2-(methylsulfonyl)ethyl)-4H-thieno[3,4-c]pyrrol-4,6(5H)-dione